ClC1=CC2=C([C@@H](OCOC2)C2C(C(CO2)O)O)C=C1 5-[(1R)-7-chloro-1,5-dihydro-2,4-benzodioxepin-1-yl]tetrahydrofuran-3,4-diol